Benzyl nonane-7-carboxylate CCCCCCC(CC)C(=O)OCC1=CC=CC=C1